C(C)(C)(C)C=1N=NN(C1)C1=C(C=CC(=C1)C)C1=C(C=CC=C1)F 4-(tert-butyl)-1-(2'-fluoro-4-methyl-[1,1'-biphenyl]-2-yl)-1H-1,2,3-triazole